C(C)(C)(C)C(C(=O)[O-])(C(=O)[O-])CC.[Mg+2] magnesium 2-(tert-butyl)-2-ethylmalonate